N-(5-cyclopentyl-1H-pyrazol-3-yl)-3,5-dimethoxypyridazin-4-amine C1(CCCC1)C1=CC(=NN1)NC1=C(N=NC=C1OC)OC